(R)-Methyl 2-((5-bromo-3-nitropyridin-2-yl)oxy)propanoate BrC=1C=C(C(=NC1)O[C@@H](C(=O)OC)C)[N+](=O)[O-]